ClC=1C=C(C=CC1)C1=CNC=2N=CN=C(C21)N(C)CC(COC)C 5-(3-chlorophenyl)-N-(3-methoxy-2-methylpropyl)-N-methyl-7H-pyrrolo[2,3-d]pyrimidin-4-amine